pyrazolo[1,5-a]pyridine-3-carbonitrile p-toluenesulfonate CC1=CC=C(C=C1)S(=O)(=O)O.N1=CC(=C2N1C=CC=C2)C#N